CN[C@H](CC1=CC=C(C=C1)N)C(=O)O D-N-methyl-4-aminophenylalanine